C(=CCCCCC)C(C(=O)O)CC(=O)O heptenyl-succinic acid